3-(5-((2-(diethylamino)cycloheptyl)oxy)-1-oxoisoindolin-2-yl)piperidine-2,6-dione C(C)N(C1C(CCCCC1)OC=1C=C2CN(C(C2=CC1)=O)C1C(NC(CC1)=O)=O)CC